BrC1=CC2=C(N=CN=C2N[C@H](C)C2=CC(=CC=C2)C(F)(F)F)N(C1=O)C (R)-6-bromo-8-methyl-4-((1-(3-(trifluoromethyl)phenyl)ethyl)-amino)pyrido[2,3-d]pyrimidin-7(8H)-one